CC1(OC([C@@H](O1)CC(=O)OCC1=CC=CC=C1)=O)C Benzyl (S)-2-(2,2-dimethyl-5-oxo-1,3-dioxolan-4-yl)acetate